C(C)(C)(C)OC(C1=CC(=NC(=C1)C(NC)=O)C(C1=NC=CC=C1)O)=O 2-(hydroxy(pyridin-2-yl)methyl)-6-(methylcarbamoyl)isonicotinic acid tert-butyl ester